3-fluoro-N,N-dimethylpropionamide FCCC(=O)N(C)C